(2,5-dichloro-4-pyridinyl)boronic acid ClC1=NC=C(C(=C1)B(O)O)Cl